P(=O)(OC1=CC=CC=C1)(OC1=CC=C(C=C1)C(C)(C)C)OC1=CC=C(C=C1)C(C)(C)C phenyl bis(4-tert-butylphenyl) phosphate